NC1CCN(CC1)S(=O)(=O)C1=CC=C(C=C1)Br (3s,4r)-4-amino-1-(4-bromophenyl)sulfonyl-piperidine